1-benzyl-4-hydroxy-N,N,2-trimethyl-1H-benzo[d]imidazole-6-carboxamide C(C1=CC=CC=C1)N1C(=NC2=C1C=C(C=C2O)C(=O)N(C)C)C